butyl (S)-2-((2S,4S)-5-chloro-6-fluoro-4-(3-fluoro-2-(2-hydroxyethoxy)-5-(methylcarbamoyl)pyridin-4-yl)-2-phenyl-2,3-dihydrobenzofuran-2-yl)pyrrolidine-1-carboxylate ClC=1C(=CC2=C(C[C@](O2)(C2=CC=CC=C2)[C@H]2N(CCC2)C(=O)OCCCC)C1C1=C(C(=NC=C1C(NC)=O)OCCO)F)F